oleylether phosphate P(=O)(O)(O)O.C(CCCCCCC\C=C/CCCCCCCC)OCCCCCCCC\C=C/CCCCCCCC